FC(OCC(=O)ON1C(C2=CC=CC=C2C1=O)=O)F 1,3-dihydro-1,3-dioxo-2H-isoindol-2-yl 2-(difluoromethoxy)acetate